BrC1=CC=C(C=C1)NC(=S)N\N=C\1/C(NC2=C(C=CC=C12)F)=O (Z)-N-(4-bromophenyl)-2-(7-fluoro-2-oxoindolin-3-ylidene)hydrazinecarbothioamide